2-(3,5-dichloro-4-(4-hydroxy-3-isopropylbenzyl)phenoxy)-N-(3-fluoropropyl)acetamide ClC=1C=C(OCC(=O)NCCCF)C=C(C1CC1=CC(=C(C=C1)O)C(C)C)Cl